BrC1=CC(N(C(=C1)N1N=C2C(=N1)CCC2C=2C=NC=CC2)C)=O 4-bromo-1-methyl-6-(4-(pyridin-3-yl)-5,6-Dihydrocyclopenta[d][1,2,3]triazol-2(4H)-yl)pyridin-2(1H)-one